SC(CC(=O)OCCN1C(N(C(N(C1=O)CCOC(CC(C)S)=O)=O)CCOC(CC(C)S)=O)=O)C 1,3,5-tris(3-mercaptobutyryloxyethyl)-1,3,5-triazine-2,4,6(1H,3H,5H)-trion